N-(N-acetyl-leucyl)-3-aminopropyl-triethoxysilane C(C)(=O)N[C@@H](CC(C)C)C(=O)NCCC[Si](OCC)(OCC)OCC